R-fluoro-sulfonamide FS(=O)(=O)N